1-(2-Acetaminobenzo[d]thiazol-6-yl)-1-[2-(4-morpholinyl)ethyl]-3-(4-chlorophenyl)urea N(C(=O)C)C=1SC2=C(N1)C=CC(=C2)N(C(=O)NC2=CC=C(C=C2)Cl)CCN2CCOCC2